NC=1C=CC=C2C=CC(=CC12)C1=CC=CC(=N1)C(=O)NC1CCC(CC1)N(CCOC(NC)=O)C [2-[[4-[[6-(8-amino-2-naphthyl)pyridine-2-carbonyl]amino] cyclohexyl]-methyl-amino]ethyl]-N-methyl-carbamate